ClC1=CC=C(CN2C(C3=C(C=4C=CC=NC24)CN(C3)CC3=CC(=CC(=C3)F)F)=O)C=C1 5-(4-chlorobenzyl)-2-(3,5-difluorobenzyl)-1,2,3,5-tetrahydro-4H-pyrrolo[3,4-c][1,8]naphthyridin-4-one